4-(1-(3,8-Diazabicyclo[3.2.1]octan-8-yl)-3-(2,2-dimethyl-3-morpholinopropoxy)-5-fluoro-7,9-dihydrofuro[3,4-f]quinazolin-6-yl)-2-amino-7-fluorothieno[3,2-c]pyridine-3-carbonitrile C12CNCC(CC1)N2C2=NC(=NC=1C(=C(C3=C(C21)COC3)C3=NC=C(C2=C3C(=C(S2)N)C#N)F)F)OCC(CN2CCOCC2)(C)C